C(C1=CC=CC=C1)N1C[C@H](O[C@@H](C1)C)CCCCO 4-((trans)-4-benzyl-6-methylmorpholin-2-yl)butan-1-ol